4-(2-(3,4-difluorobenzyl)-1-(2-oxaspiro[3.3]heptane-6-yl)-1H-benzo[d]imidazol-5-yl)-3,5-dimethylisoxazole FC=1C=C(CC2=NC3=C(N2C2CC4(COC4)C2)C=CC(=C3)C=3C(=NOC3C)C)C=CC1F